tert-butyl (3-hydroxy-2-methyl-4-nitrobutan-2-yl)carbamate OC(C(C)(C)NC(OC(C)(C)C)=O)C[N+](=O)[O-]